3-((2,4-difluorobenzyl)(methyl)amino)-7,8,8a,9-tetrahydropyrrolo[1',2':3,4]imidazo[1,2-c]pyrimidin-1(6H)-one FC1=C(CN(C=2C=C3N(C(N2)=O)CC2N3CCC2)C)C=CC(=C1)F